1-(5-{3-[(S)-(4-Cyclopropyl-phenyl)-(1,3-dimethyl-azetidin-3-yl)-hydroxy-methyl]-phenyl}-[1,2,4]oxadiazol-3-yl)-2-methyl-propan-2-ol C1(CC1)C1=CC=C(C=C1)[C@@](C=1C=C(C=CC1)C1=NC(=NO1)CC(C)(O)C)(O)C1(CN(C1)C)C